ONC(=O)C1=CC2=C(OC(C(N2CC2=CC=C(C=C2)OC)=O)C2=CC=CC=C2)C=C1 N-hydroxy-4-(4-methoxybenzyl)-3-oxo-2-phenyl-3,4-dihydro-2H-benzo[b][1,4]oxazine-6-carboxamide